N-((5-chloropyridin-2-yl)methyl)-4-(6-(1-methyl-1H-pyrazol-4-yl)pyrazolo[1,5-a]pyridin-3-yl)piperazine-1-carboxamide ClC=1C=CC(=NC1)CNC(=O)N1CCN(CC1)C=1C=NN2C1C=CC(=C2)C=2C=NN(C2)C